(R)-1-(3-(2-(6-(3-Aminopiperidine-1-carbonyl)-4-methoxy-3-methylpyrazolo[1,5-a]pyridin-2-yl)-1-(cyclopropylmethyl)-1H-indol-7-yl)azetidin-1-yl)-2-methoxyethan-1-one N[C@H]1CN(CCC1)C(=O)C=1C=C(C=2N(C1)N=C(C2C)C=2N(C1=C(C=CC=C1C2)C2CN(C2)C(COC)=O)CC2CC2)OC